(S)-N-(5-(5-(1-acryloylpiperidin-3-yl)-1,2,4-oxadiazol-3-yl)pyridin-2-yl)-6-(4-methyl-1H-pyrazol-5-yl)picolinamide C(C=C)(=O)N1C[C@H](CCC1)C1=NC(=NO1)C=1C=CC(=NC1)NC(C1=NC(=CC=C1)C1=C(C=NN1)C)=O